OC(C(=O)O)CCCCCCCCCCCCCC 2-Hydroxyhexadecanoic acid